COC1=NC=CC2=C(C=CC=C12)N1N=CC(=C1C(F)(F)F)C1(CC1)NC1=CC(=NC=C1)C(F)(F)F N-(1-(1-(1-methoxyisoquinolin-5-yl)-5-(trifluoromethyl)-1H-pyrazol-4-yl)cyclopropyl)-2-(trifluoromethyl)pyridin-4-amine